N-(4-((4-(tetrahydrofuran-2-yl)-4-(2-(thiophen-3-yl)ethyl)piperidin-1-yl)methyl)phenyl)acetamide O1C(CCC1)C1(CCN(CC1)CC1=CC=C(C=C1)NC(C)=O)CCC1=CSC=C1